FC(C1=NN(C=C1S(=O)(=O)C(C)(C)C1CCN(CC1)C(=O)NC1=CC(=NC=C1)F)C)F 4-(2-((3-(difluoro-methyl)-1-methyl-1H-pyrazol-4-yl)sulfonyl)propan-2-yl)-N-(2-fluoro-pyridin-4-yl)piperidine-1-carboxamide